FC(C=1N=CC=2N(C1)C(=CN2)C2=NC=CC(=N2)N2CC(CC(C2)C)C(=O)N)F 1-(2-(6-(difluoromethyl)imidazo[1,2-a]pyrazin-3-yl)pyrimidin-4-yl)-5-methylpiperidine-3-carboxamide